4-{5-chloro-1-methylpyrrolo[2,3-c]pyridin-2-yl}-3-cyclopropoxypyridine ClC=1C=C2C(=CN1)N(C(=C2)C2=C(C=NC=C2)OC2CC2)C